5-((4,6-difluoro-5-(4'-((3-((2,2,2-trifluoroethyl)amino)azetidin-1-yl)methyl)-[1,1'-biphenyl]-4-yl)-1H-benzo[d]imidazol-2-yl)oxy)-2-methylbenzoic acid FC1=C(C(=CC=2NC(=NC21)OC=2C=CC(=C(C(=O)O)C2)C)F)C2=CC=C(C=C2)C2=CC=C(C=C2)CN2CC(C2)NCC(F)(F)F